9-fluoro-3-methyl-7-oxo-2,3-dihydro-7H-[1,4]oxazino[2,3,4-ij]quinoline-6-carboxylic acid FC=1C=C2C(C(=CN3C2=C(C1)OCC3C)C(=O)O)=O